FC(C1(CC1)NC(=O)C1CC2(CNC2)C1)(F)F N-[1-(trifluoromethyl)cyclopropyl]-2-azaspiro[3.3]heptane-6-carboxamide